N[C@](C=1C=C2C(=CC(N(C2=CC1)C)=O)C1=CC(=CC=C1)Cl)(C1=CN=CN1C)C1=CC=C(C=C1)Cl |r| (±)-6-[amino(4-chlorophenyl)(1-methyl-1H-imidazol-5-yl)methyl]-4-(3-chlorophenyl)-1-methyl-2(1H)-quinolinone